sodium monoglutamate N[C@@H](CCC(=O)[O-])C(=O)[O-].[Na+].[Na+]